N-(3-(4-((3-chloro-4-fluorophenyl)amino)quinazolin-6-yl)phenyl)methanesulfonamide ClC=1C=C(C=CC1F)NC1=NC=NC2=CC=C(C=C12)C=1C=C(C=CC1)NS(=O)(=O)C